FC1=CC=C(C=C1)C(C(=O)NC1=NC=CC(=C1)C1=C(C2=NC=CC=C2N1)C1=NC=CC=C1)CCO 2-(4-fluorophenyl)-4-hydroxy-N-(4-(3-(pyridin-2-yl)-1H-pyrrolo[3,2-b]pyridin-2-yl)pyridin-2-yl)-butanamide